N-phenyl-2-azaspiro[3.3]heptan-6-amine C1(=CC=CC=C1)NC1CC2(CNC2)C1